OC1=C(C2=CC=CC=C2C=C1)CC=1C(=CC=C2CCNCC12)O 8-((2-hydroxynaphthalen-1-yl)methyl)-1,2,3,4-tetrahydroisoquinolin-7-ol